2,4-bis(dimethylamino)-2,4,6,6,8,8-hexamethylcyclotetrasiloxane CN([Si]1(O[Si](O[Si](O[Si](O1)(C)N(C)C)(C)C)(C)C)C)C